(2R,3S)-2-fluoro-3-(4-fluorophenyl)-3-hydroxybutanamide F[C@@H](C(=O)N)[C@@](C)(O)C1=CC=C(C=C1)F